4-{2-[5-(1-ethyl-1H-pyrazol-4-yl)thiophen-2-yl]ethyl}-2,4-dihydro-3H-1,2,4-triazol-3-one C(C)N1N=CC(=C1)C1=CC=C(S1)CCN1C(NN=C1)=O